Bis(4-biphenylyl)methylene(cyclopentadienyl)(3,6-di-t-butylfluorenyl)zirconium dichloride [Cl-].[Cl-].C1(=CC=C(C=C1)C(=[Zr+2](C1=CC(=CC=2C3=CC(=CC=C3CC12)C(C)(C)C)C(C)(C)C)C1C=CC=C1)C1=CC=C(C=C1)C1=CC=CC=C1)C1=CC=CC=C1